Oxetan-3-yl N-[5-(propylsulfanyl)-1H-1,3-benzodiazol-2-yl]carbamate C(CC)SC1=CC2=C(NC(=N2)NC(OC2COC2)=O)C=C1